O1N=CC(N1)=O [1,2,5]oxadiazol-4(5H)one